1-tert-butoxycarbonyl-piperidine-4-carbaldehyde C(C)(C)(C)OC(=O)N1CCC(CC1)C=O